ClC=1C(=C2C(=NC1)OCO2)C=CC=2C=CC=C1CN(C(C21)=O)C(C(C)(C)O)C2CC2 7-(2-(6-Chloro-[1,3]dioxolo[4,5-b]pyridin-7-yl)vinyl)-2-(1-cyclopropyl-2-hydroxy-2-methylpropyl)isoindolin-1-one